C1(CCCCC1)C1=C(OC2(CC2)C(=O)NS(=O)(=O)C2=NC(=CC=C2)N(C)C)C=C(C=C1)C 1-(2-Cyclohexyl-5-methylphenoxy)-N-((6-(dimethylamino)pyridin-2-yl)sulfonyl)cyclopropanecarboxamide